8-bromo-2-chloroquinoline-4-carboxylic acid BrC=1C=CC=C2C(=CC(=NC12)Cl)C(=O)O